(3S,4S)-1-(4-(1-((S)-2-(3-(4-fluorobenzyl)ureido)-3-(hexylamino)-3-oxopropyl)-1H-1,2,3-triazol-4-yl)benzoyl)-N3,N4-bis((1S,2R)-2-phenylcyclopropyl)pyrrolidine-3,4-dicarboxamide FC1=CC=C(CNC(N[C@@H](CN2N=NC(=C2)C2=CC=C(C(=O)N3C[C@H]([C@@H](C3)C(=O)N[C@@H]3[C@H](C3)C3=CC=CC=C3)C(=O)N[C@@H]3[C@H](C3)C3=CC=CC=C3)C=C2)C(=O)NCCCCCC)=O)C=C1